N-benzyl-2-(5-{4-[2-(3-methoxy-3-methyl-azetidin-1-yl)-ethoxy]-phenyl}-pyridin-2-yl)acetamide C(C1=CC=CC=C1)NC(CC1=NC=C(C=C1)C1=CC=C(C=C1)OCCN1CC(C1)(C)OC)=O